N1(C=NC=C1)C=1N=C(C2=C(N1)CCC2)C(=O)N[C@@H]2CC[C@H](CC2)OC 2-(imidazol-1-yl)-N-[(trans)-4-methoxycyclohexyl]-5H,6H,7H-cyclopenta[d]pyrimidine-4-carboxamide